C(C)OC(C(C(CCC(=O)OCC)=O)CC1=C(C=CC(=C1)CC#N)OC)=O 2-(5-(cyanomethyl)-2-methoxybenzyl)-3-oxoadipic acid diethyl ester